BrC1C(C1)C(=O)[O-] 2-bromocyclopropane-1-carboxylate